C12CN(CC(N1)C2)CC=2N=C1N(C=CC(=C1)C1=C(C=CC(=C1Cl)Cl)O)C2 2-(2-((3,6-diazabicyclo[3.1.1]heptan-3-yl)methyl)imidazo[1,2-a]pyridin-7-yl)-3,4-dichlorophenol